FC=1C=CC(=NC1)N1N=C(C=C1O)C(=O)NC1=CC(=CC=C1)CO (5-fluoropyridin-2-yl)-5-hydroxy-N-(3-(hydroxymethyl)phenyl)-1H-pyrazole-3-carboxamide